ClC1=CC(=NC(=N1)C=1C=NNC1)N1CC2(C1)CCN(CC2)C(C)=O 1-(2-(6-chloro-2-(1H-pyrazol-4-yl)pyrimidin-4-yl)-2,7-diazaspiro[3.5]nonan-7-yl)ethan-1-one